N(=C=O)CCOC 1-isocyanato-2-methoxyethane